2-methyl-6-[(pyridin-3-yl)methoxy]-N-(4,4,4-trifluoro-1-hydroxybutan-2-yl)indolizine-3-carboxamide CC=1C=C2C=CC(=CN2C1C(=O)NC(CO)CC(F)(F)F)OCC=1C=NC=CC1